[Si](C)(C)(C(C)(C)C)OC=1C=CC=C2C(=CC=C(C12)\C=N\O)OC (E)-N-({8-[(tert-butyldimethylsilyl)oxy]-4-methoxynaphthalen-1-yl}methylidene)hydroxylamine